OCCNC(=S)NC(C)C hydroxyethyl-3-isopropyl-thiourea